O-{tert-Butyldimethylsilyl}thymidine [Si](C)(C)(C(C)(C)C)O[C@H]1C[C@@H](O[C@@H]1CO)N1C(=O)NC(=O)C(C)=C1